C1CCC=2N1C1=CC=CC=C1C(N2)=O 2H,3H,5H-pyrrolo[1,2-a]quinazolin-5-one